OCC1=CC=2N(C(=C1)C1=CC=C(C#N)C=C1)N=CN2 4-(7-(hydroxymethyl)-[1,2,4]triazolo[1,5-a]pyridin-5-yl)benzonitrile